CN(C)C(C(=O)O)=CC N,N-dimethylaminobutenoic acid